CS(=O)(=O)C1=C(C=CC=C1)NC1=NC=NC(=C1)NC1=NC=C(C=C1)C1(CC1)NC1COC1 N4-(2-(methylsulfonyl)phenyl)-N6-(5-(1-(oxetan-3-ylamino)cyclopropyl)pyridin-2-yl)pyrimidine-4,6-diamine